(S)-dimethyl (3-methyl-2-oxo-8-phenyloctyl)phosphonate C[C@H](C(CP(OC)(OC)=O)=O)CCCCCC1=CC=CC=C1